tert-butyl (R) or (S)-2-methyl-2-(((6-(1-methyl-1H-pyrazol-4-yl)pyrazolo[1,5-a]pyrazin-4-yl)oxy)methyl)morpholine-4-carboxylate C[C@@]1(CN(CCO1)C(=O)OC(C)(C)C)COC=1C=2N(C=C(N1)C=1C=NN(C1)C)N=CC2 |o1:1|